5-methyl-8-nitro-5,6-dihydrobenzo[f][1,2,4]triazolo[4,3-d][1,4]oxazepine CC1COC2=C(C=3N1C=NN3)C=CC=C2[N+](=O)[O-]